Phenyl-binaphthyl C1(=CC=CC=C1)C1=C(C2=CC=CC=C2C=C1)C1=CC=CC2=CC=CC=C12